O=S1(N(CCC1)CCOC=1C=C(C=NC1)C=1C=C2CCC(N(C2=CC1)C)=O)=O 6-{5-[2-(1,1-Dioxo-1λ6-isothiazolidin-2-yl)-ethoxy]-pyridin-3-yl}-1-methyl-3,4-dihydro-1H-quinolin-2-one